C1=C(C=CC2=CC3=CC=CC=C3C=C12)C(=O)N 2-anthracenamide